P(=O)(O)(O)OCN1N=CC(=C1)[Na] 1-((phosphonooxy)methyl)pyrazol-4-yl-sodium